methyl p-vinylphenylpropionate C(=C)C1=CC=C(C=C1)C(C(=O)OC)C